COC=1C=C(C=C(C1)OC)C=1C=C(C=C2C=CC(OC12)(C)C)/C=C/C(=O)N1CCN(CC1)C1=CC=C(C=C1)O (E)-3-[8-(3,5-dimethoxyphenyl)-2,2-dimethyl-2H-chromen-6-yl]-1-[4-(4-hydroxyphenyl)piperazin-1-yl]prop-2-en-1-one